4-chloro-2-(1,1-dioxido-2,3-dihydro-1,4-benzothiazepin-4(5H)-yl)quinoline-6-carboxamide ClC1=CC(=NC2=CC=C(C=C12)C(=O)N)N1CCS(C2=C(C1)C=CC=C2)(=O)=O